8-(2,4-dichlorophenyl)-9-(4-((1-(3,3-difluoropropyl)azetidin-3-yl)methyl)phenyl)-6,7-dihydro-5H-benzo[7]annulene-3-carboxylic acid ClC1=C(C=CC(=C1)Cl)C=1CCCC2=C(C1C1=CC=C(C=C1)CC1CN(C1)CCC(F)F)C=CC(=C2)C(=O)O